NC1=C(C=C(C=C1SC1=CC=C(C=C1)S(N)(=O)=O)C1=CC=C(C=C1)Cl)C(=O)N 4-amino-4'-chloro-5-((4-sulfamoylphenyl)thio)-[1,1'-biphenyl]-3-carboxamide